ClC1=NC=CC(=N1)C(C)O 1-(2-Chloropyrimidin-4-yl)ethanol